C(C)(=O)O[C@H](CCl)COC1=C(C=C(C=C1Cl)C(C)(C)C1=CC=C(C=C1)OC[C@@H](CNS(=O)(=O)C)O)Cl (S)-1-chloro-3-(2,6-dichloro-4-(2-(4-((R)-2-hydroxy-3-(methylsulfonamido)propoxy)phenyl) propan-2-yl)phenoxy)propan-2-yl acetate